(R)-1-(4-((3-methoxy-[1,1'-biphenyl]-4-yl)methyl)-2-methylpiperazine-1-carbonyl)-1H-pyrazole-3-carboxylic acid COC=1C=C(C=CC1CN1C[C@H](N(CC1)C(=O)N1N=C(C=C1)C(=O)O)C)C1=CC=CC=C1